4-(1,2,3,4-tetrahydroquinoxaline-1-sulfonyl)benzaldehyde N1(CCNC2=CC=CC=C12)S(=O)(=O)C1=CC=C(C=O)C=C1